NC[C@H]1CN(C(O1)=O)C1=CC=C2C=NC(=NC2=C1)NC1=C(C=C2CCN(CC2=C1)C)OC |r| (S and R)-5-(aminomethyl)-3-{2-[(6-methoxy-2-methyl-1,2,3,4-tetrahydroisoquinolin-7-yl)amino]quinazolin-7-yl}-1,3-oxazolidin-2-one